C=1(O)C(=CC(O)=CC1)C=1C=C(C=C(C1C(=O)OC(C)(C)C)C(=O)[O-])C(=O)[O-] tert-butyl hydroquinonetrimellitate